C1(CC1)N1C=C(C(C2=CC(=C(C=C12)OCCOC(NC)=O)F)=O)CN(CC1=CC(=NC=C1)C)[C@@H]1CN(CCC1)C=1C=NC(=CC1)C (2-{[1-cyclopropyl-6-fluoro-3-({[(3S)-1-(6-methyl pyridin-3-yl) piperidin-3-yl] [(2-methylpyridin-4-yl)methyl]amino}methyl)-4-oxo-1,4-dihydroquinolin-7-yl]oxy}ethyl)-N-methylcarbamate